5-(5-(cyclopropylcarbamoyl)-2-methylphenyl)-2-((1-hydroxy-2-methylpropan-2-yl)amino)-N-(3,3,3-trifluoropropyl)nicotinamide C1(CC1)NC(=O)C=1C=CC(=C(C1)C=1C=NC(=C(C(=O)NCCC(F)(F)F)C1)NC(CO)(C)C)C